CC=1C(=C(C=NC1)NCC=1C=C2N=CC=NC2=CC1)N1CCNCC1 5-Methyl-4-(piperazin-1-yl)-N-(quinoxalin-6-ylmethyl)pyridin-3-amine